isethionate S(=O)(=O)([O-])CCO